6-(1-((3-cyclopropyl-1-ethyl-1H-pyrazol-4-yl)sulfonyl)piperidin-4-yl)-7-methyl-[1,2,4]triazolo[1,5-a]pyridine C1(CC1)C1=NN(C=C1S(=O)(=O)N1CCC(CC1)C=1C(=CC=2N(C1)N=CN2)C)CC